(7-Chloro-1-(4-(morpholinomethyl)phenyl)-5,5-dioxido-1,4-dihydrothiochromeno[4,3-c]pyrazol-3-yl)(4-oxa-7-azaspiro[2.5]oct-7-yl)methanone ClC=1C=CC2=C(C1)S(CC1=C2N(N=C1C(=O)N1CCOC2(CC2)C1)C1=CC=C(C=C1)CN1CCOCC1)(=O)=O